COC(=O)C1C(=CC(CC1(C)CC)OC(C)=O)C.COC1=C(CN(S(=O)(=O)C2=C(C=CC(=C2)CC)OC)C2=NOC3=C2C=CC(=C3)C)C=CC(=C1)OC N-(2,4-dimethoxybenzyl)-5-ethyl-2-methoxy-N-(6-methylbenzo[d]isoxazol-3-yl)benzenesulfonamide methyl-4-acetoxy-6-ethyl-2,6-dimethylcyclohex-2-ene-1-carboxylate